C(CCC)P(C)(CCCC)=O dibutyl-methyl-phosphine oxide